4-Chloro-2-oxo-2H-pyridin-1-ium ClC1=CC([NH2+]C=C1)=O